3-methyl-2-(6-(piperidin-3-ylamino)pyridazin-3-yl)-5-(trifluoromethyl)phenol CC=1C(=C(C=C(C1)C(F)(F)F)O)C=1N=NC(=CC1)NC1CNCCC1